(2-aminoethyl) methacrylate hydrochloride Cl.C(C(=C)C)(=O)OCCN